(R)-4-((2-(1H-pyrazol-4-yl)ethyl)amino)-5,6-dimethyl-N-(1-(6-methylpyridin-2-yl)ethyl)pyrimidine-2-carboxamide N1N=CC(=C1)CCNC1=NC(=NC(=C1C)C)C(=O)N[C@H](C)C1=NC(=CC=C1)C